CC=1C=C(C=NC1C)C1=NC(=NO1)C1=CC2=C(N(N=N2)C(C)C)C=C1 5-(5,6-dimethyl-pyridin-3-yl)-3-(1-isopropyl-1H-benzo[d][1,2,3]triazol-5-yl)-1,2,4-oxadiazole